BrC1=CC=C(C=C1)C1=CC=C(C=C1)C1CCC(CC1)CCCCC 4-bromo-4'-(4-pentylcyclohexyl)-1,1'-biphenyl